6-[5-[1-[[6-bromo-8-(trifluoromethoxy)quinazolin-4-yl]amino]ethyl]-1,2,4-triazol-1-yl]pyridine-3-carbonitrile BrC=1C=C2C(=NC=NC2=C(C1)OC(F)(F)F)NC(C)C1=NC=NN1C1=CC=C(C=N1)C#N